N-(2,5-bis(piperidin-1-yl)oxazolo[4,5-b]pyridin-6-yl)-6-(1H-pyrazol-4-yl)pyridine-2-carboxamide hydrochloride Cl.N1(CCCCC1)C=1OC=2C(=NC(=C(C2)NC(=O)C2=NC(=CC=C2)C=2C=NNC2)N2CCCCC2)N1